C1=C(C=CC2=CC(=CC=C12)S(=O)(=O)Cl)S(=O)(=O)Cl naphthalene-2,6-disulfonyl chloride